C(CCCCC(=O)OCCCCCCCCCCCCC)(=O)OCCCCCCCCCCCCC di-tridecyl adipate